FC(C1=CC=C(C=C1)N1N=NC(=C1COC1=CC=C(N=N1)N1CC2C(C2C1)C(=O)NCC)C)F 3-(6-((1-(4-(Difluoromethyl)phenyl)-4-methyl-1H-1,2,3-triazol-5-yl)methoxy)pyridazine-3-yl)-N-ethyl-3-azabicyclo[3.1.0]hexane-6-carboxamide